2-(6-(5-ethyl-5,6,7,8-tetrahydro-[1,2,4]triazolo[4,3-a]pyridine-3-yl)pyridin-2-yl)-6-(isopropyl(methyl)amino)-4-((methylamino)methyl)-2,3-dihydro-1H-pyrrolo[3,4-c]Pyridin-1-one C(C)C1CCCC=2N1C(=NN2)C2=CC=CC(=N2)N2CC=1C(=NC(=CC1C2=O)N(C)C(C)C)CNC